(Z)-8-methyl-6-nonenoic acid ethyl ester C(C)OC(CCCC\C=C/C(C)C)=O